C(C)N1N=C(N=C1NC=1C=C2C(NC(C2=CC1C)=O)C)C1=CC(=C(C=C1)C1CNC(CC1)C)C 5-[[2-ethyl-5-[3-methyl-4-(6-methyl-3-piperidyl)phenyl]-1,2,4-triazol-3-yl]amino]-3,6-dimethyl-isoindolin-1-one